thioformate C(=S)[O-]